decane-7,8-dicarboxylic acid 8-tert-butyl 7-methyl ester COC(=O)C(CCCCCC)C(CC)C(=O)OC(C)(C)C